ClC1=CC(=C(C(=C1)F)C1([C@H](CN(C[C@H]1C)C(C)=O)C)O)F 1-((3S,4s,5R)-4-(4-chloro-2,6-difluorophenyl)-4-hydroxy-3,5-dimethylpiperidin-1-yl)ethan-1-one